COC(=O)C1N(CCCC1)CC=1C=NC2=C(N=CC=C2C1)NC=1C(=C(C=CC1)C1=CC=CC=C1)C 1-((8-(2-Methylbiphenyl-3-ylamino)-1,7-naphthyridin-3-yl)methyl)piperidine-2-carboxylic acid methyl ester